C(\C=C\C1=CC=C(C=C1)O)(=O)C(C(=O)O)(O)C(O)C(=O)O coumaroyl-tartaric acid